CN1C2=C(OCC1)C=CC=C2CN2CCC1(CC2)COC2=CC=3C(N(CC3C=C21)C2C(NC(CC2)=O)=O)=O 3-(1'-((4-methyl-3,4-dihydro-2H-benzo[b][1,4]oxazin-5-yl)methyl)-7-oxo-5,7-dihydro-2H,6H-spiro[furo[2,3-f]isoindole-3,4'-piperidin]-6-yl)piperidine-2,6-dione